methyl (S)-2-((4-(6-((5-cyanopyridin-2-yl) methoxy) pyridin-2-yl) piperazin-1-yl) methyl)-1-(oxetan-2-ylmethyl)-1H-benzo[d]imidazole-6-carboxylate C(#N)C=1C=CC(=NC1)COC1=CC=CC(=N1)N1CCN(CC1)CC1=NC2=C(N1C[C@H]1OCC1)C=C(C=C2)C(=O)OC